ClC1=C(N=C2N(C1=O)C=C(N=C2C2=C(C=C(C#N)C=C2)F)[C@H]2C[C@H](OCC2)C=2C=NN(C2)C2CC2)C 4-(3-chloro-7-((2S,4R)-2-(1-cyclopropyl-1H-pyrazol-4-yl)tetrahydro-2H-pyran-4-yl)-2-methyl-4-oxo-4H-pyrazino[1,2-a]pyrimidin-9-yl)-3-fluorobenzonitrile